ClC1=NC=CC(=C1)CN1N=CC(=C1)CNC1=NC=2N([C@H](C(NC2C(=N1)C)=O)C)C (7S)-2-(((1-((2-chloropyridin-4-yl)methyl)-1H-pyrazol-4-yl)methyl)amino)-4,7,8-trimethyl-7,8-dihydropteridin-6(5H)-one